(S)-3-(8-((1r,4S)-4-(4-(4-(3-amino-6-(2-hydroxyphenyl)pyridazin-4-yl)-3-fluoro-1H-pyrazol-1-yl)piperidin-1-yl)cyclohexyl)-2,3-dihydro-4H-benzo[b][1,4]oxazin-4-yl)piperidine-2,6-dione NC=1N=NC(=CC1C=1C(=NN(C1)C1CCN(CC1)C1CCC(CC1)C1=CC=CC2=C1OCCN2[C@@H]2C(NC(CC2)=O)=O)F)C2=C(C=CC=C2)O